2-hydroxymethyl-2-methyl-propane-1,3-diol OCC(CO)(CO)C